4-(6-((2-fluoro-4-(methylthio)benzyl)oxy)pyridin-2-yl)piperidine-1-carboxylic acid tert-butyl ester C(C)(C)(C)OC(=O)N1CCC(CC1)C1=NC(=CC=C1)OCC1=C(C=C(C=C1)SC)F